tert-butyl 2-(3-bromopyridin-4-yl)-3-((3-chloro-2-methoxyphenyl)amino)-4-oxo-1,4,6,7-tetrahydro-5H-pyrrolo[3,2-c]pyridine-5-carboxylate BrC=1C=NC=CC1C1=C(C=2C(N(CCC2N1)C(=O)OC(C)(C)C)=O)NC1=C(C(=CC=C1)Cl)OC